C(C)(C)(C)OC(=O)N1C(=C(C2=CC(=CC=C12)C1CCN(CC1)C(=O)OC(C)(C)C)C(C)C)C1=CN(C(C(=C1)C(=C)C)=O)C 5-(1-(tert-Butoxycarbonyl)piperidin-4-yl)-3-isopropyl-2-(1-methyl-6-oxo-5-(prop-1-en-2-yl)-1,6-dihydropyridin-3-yl)-1H-indole-1-carboxylic acid tert-butyl ester